N1N=CC(=C1)C1=CC=C(C=C1)N1C(N(C2(C1)CCN(CC2)C(=O)C2CCCC2)CC2=CC(=CC=C2)OC)=O 3-(4-(1H-pyrazol-4-yl)phenyl)-8-(cyclopentylcarbonyl)-1-(3-methoxybenzyl)-1,3,8-triazaspiro[4.5]decan-2-one